3-([1,1'-biphenyl]-4-yl)-N-(3-([1,1'-biphenyl]-4-yl)prop-2-yn-1-yl)-N-(4-(methylsulfonyl)phenethyl)prop-2-yn-1-amine C1(=CC=C(C=C1)C#CCN(CCC1=CC=C(C=C1)S(=O)(=O)C)CC#CC1=CC=C(C=C1)C1=CC=CC=C1)C1=CC=CC=C1